2,5-Dihydroxybenzoic acid methyl ester COC(C1=C(C=CC(=C1)O)O)=O